CNC1=C(C=CC=C1C)C N-methyl-2,6-dimethylaniline